C(C)(=O)OC=1C=C2OC=3C=C(C=CC3C3(C2=CC1)OC(C1=C3C=CC=C1)=O)CC(=O)[O-] (6'-acetyloxy-3-oxospiro[2-benzofuran-1,9'-xanthene]-3'-yl)acetate